9,10-difluoro-6-((((2-methoxypyridin-4-yl)methyl)((S)-1-(6-(2-oxopyrrolidin-1-yl)pyridin-3-yl)piperidin-3-yl)amino)methyl)-3-methyl-2H-[1,4]oxazino[2,3,4-ij]quinolin-7(3H)-one FC=1C=C2C(C(=CN3C2=C(C1F)OCC3C)CN([C@@H]3CN(CCC3)C=3C=NC(=CC3)N3C(CCC3)=O)CC3=CC(=NC=C3)OC)=O